NC1=CC(=C(C(=C1)F)N1CCS(CC1)(=O)=O)F 4-(4-amino-2,6-difluorophenyl)thiomorpholine 1,1-dioxide